C1=NC=CC2=C1OC1=C2C=CC=C1 Benzofuro[2,3-c]pyridine